catechol diphosphate P(O)(=O)(OP(=O)(O)O)OC=1C(O)=CC=CC1